N8-(2,2,2-trifluoro-1-(5-fluoro-3-methylbenzofuran-2-yl)ethyl)-7H-purine-2,8-diamine FC(C(C=1OC2=C(C1C)C=C(C=C2)F)NC2=NC1=NC(=NC=C1N2)N)(F)F